tert-Butyl 4-(5-bromo-3,4-dimethyl-1H-indol-1-yl)piperidine-1-carboxylate BrC=1C(=C2C(=CN(C2=CC1)C1CCN(CC1)C(=O)OC(C)(C)C)C)C